6,7-dimethyl-1H-benzo[d]imidazole-2-carboxylate CC=1C=CC2=C(NC(=N2)C(=O)[O-])C1C